ClC1=C(C(=O)Cl)C=C(C(=C1)F)N1C(N(C(=CC1=O)C(F)(F)F)C)=O 2-chloro-4-fluoro-5-(3-methyl-2,6-dioxo-4-(trifluoromethyl)-2,3-dihydropyrimidin-1(6H)-yl)benzoyl chloride